COC1=CC=C(C=N1)N(C(=O)C1=C(N(C(=C1)C=1C=C2CCNCC2=CC1C(=O)N1CC2=CC=CC=C2C[C@H]1C)C)C)C1=CC=CC=C1 N-(6-methoxy-3-pyridinyl)-1,2-dimethyl-5-[7-[(3R)-3-methyl-3,4-dihydro-1H-isoquinoline-2-carbonyl]-1,2,3,4-tetrahydroisoquinolin-6-yl]-N-phenyl-pyrrole-3-carboxamide